1-(4-n-butoxynaphthalen-1-yl)tetrahydrothiophene trifluoromethanesulfonate FC(S(=O)(=O)O)(F)F.C(CCC)OC1=CC=C(C2=CC=CC=C12)S1CCCC1